4-(3-(4-(Cyclopentyloxy)phenyl)-1,2,4-oxadiazol-5-yl)butan-1-amine hydrochloride salt Cl.C1(CCCC1)OC1=CC=C(C=C1)C1=NOC(=N1)CCCCN